2-(3,5-Dichlorobenzyl)-4-(2-naphthyl)imidazole ClC=1C=C(CC=2NC=C(N2)C2=CC3=CC=CC=C3C=C2)C=C(C1)Cl